2,7-naphthyridin-4-amine C1=NC=C(C2=CC=NC=C12)N